(1R,5S)-tert-butyl 3,8-diazabicyclo[3.2.1]Octane-8-carboxylate [C@H]12CNC[C@H](CC1)N2C(=O)OC(C)(C)C